4-(5-(2-fluoro-6-methoxyphenyl)-1H-pyrazolo[3,4-c]pyridin-3-yl)-N,2-dimethylbenzamide FC1=C(C(=CC=C1)OC)C=1C=C2C(=CN1)NN=C2C2=CC(=C(C(=O)NC)C=C2)C